6-(3-(4-methoxybenzyl)ureido)-N-phenethylspiro[3.3]heptane-2-carboxamide COC1=CC=C(CNC(NC2CC3(CC(C3)C(=O)NCCC3=CC=CC=C3)C2)=O)C=C1